6-(3,4-dichloro-phenyl)-pyrimidine-4-carboxylic acid (4H-[1,2,4]triazol-3-yl)-amide N=1N=C(NC1)NC(=O)C1=NC=NC(=C1)C1=CC(=C(C=C1)Cl)Cl